C(C)(C)(C)OC(=O)N1CC(CCC1)CNC1=C(N=NC(=C1)Cl)C(NCC)=O.C(=C)C1C(C=CC2=CC=CC=C12)C=1OC=CC1 2-(1-vinyl-1,2-dihydronaphthalen-2-yl)furan tert-butyl-3-((6-chloro-3-(ethylcarbamoyl)pyridazin-4-ylamino)methyl)piperidine-1-carboxylate